1H-pyrrolo[2,3-b]Pyridin-5-amine N1C=CC=2C1=NC=C(C2)N